[Al].[Cr].[Ni] nickel-chromium aluminum